C1(=CC=CC2=CC=CC=C12)[C@H]1NOCC1 (S)-3-(naphthalen-1-yl)isoxazolidine